ClC=1C=C2CCC(OC2=CC1)C(=O)OC methyl 6-chlorochroman-2-carboxylate